(R)-1-(3-Cyanophenyl)-N-((1-cyanopyrrolidin-3-yl)methyl)-1H-imidazol-4-carboxamid C(#N)C=1C=C(C=CC1)N1C=NC(=C1)C(=O)NC[C@@H]1CN(CC1)C#N